ClC=1C=CC=C2CC[C@H]([C@H](C12)O)NC([O-])=O (1S,2R)-8-Chloro-1-hydroxy-1,2,3,4-tetrahydronaphthalin-2-yl-carbamat